FC1=CC=C(C=C1)C(=O)N1C(C=2N(CC1)C(=NC2NC)C2=NC(=NS2)C)C (4-fluorophenyl)(8-methyl-3-(3-methyl-1,2,4-thiadiazol-5-yl)-1-(methylamino)-5,6-dihydroimidazo[1,5-a]pyrazin-7(8H)-yl)methanone